ClC=1C=C2C(=CC1)NC(C21CCN(CC1)CCOC1=CC(=C(C=C1)S(=O)(=O)C)C)=O 5-chloro-1'-[2-(4-methanesulfonyl-3-methylphenoxy)eth-yl]-1,2-dihydrospiro[indole-3,4'-piperidin]-2-one